4-((R or S)-4-((1R,5S)-3,8-diazabicyclo[3.2.1]octan-3-yl)-6-chloro-2-(3-(dimethyl-amino)azetidin-1-yl)-8-fluoro-quinazolin-7-yl)-5-methyl-naphthalen [C@H]12CN(C[C@H](CC1)N2)C2=NC(=NC1=C(C(=C(C=C21)Cl)C2=CC=CC1=CC=CC(=C21)C)F)N2CC(C2)N(C)C